1,2-methylene glycol C(O)O